C1(CC1)COC=1C=CC(=NC1)NC([C@H](C)N1CC(C(CC1)(F)F)O)=O |o1:13| rel-(2S)-N-(5-(cyclopropylmethoxy)pyridin-2-yl)-2-(4,4-difluoro-3-hydroxypiperidin-1-yl)propanamide